benzyl 3-methyl-3-(1H-pyrazol-5-yl)piperidine-1-carboxylate CC1(CN(CCC1)C(=O)OCC1=CC=CC=C1)C1=CC=NN1